6-(fluoromethyl)-2-(1H-imidazol-1-yl)-N-(4-(2-methoxyethoxy)cyclohexyl)pyrimidine-4-carboxamide FCC1=CC(=NC(=N1)N1C=NC=C1)C(=O)NC1CCC(CC1)OCCOC